C1(C=CC=C1)[W]CC=C cyclopentadienyl-allyl-tungsten